6-(4-amino-2,6-dichlorophenoxy)-4-(2-fluoro-3-methyl-phenyl)-2H-pyridazin-3-one NC1=CC(=C(OC=2C=C(C(NN2)=O)C2=C(C(=CC=C2)C)F)C(=C1)Cl)Cl